C(\C(\C)=C/C(=O)[O-])(=O)[O-].C1(=CC=CC=C1)[S+](C1=CC=CC=C1)C1=CC=CC=C1.C1(=CC=CC=C1)[S+](C1=CC=CC=C1)C1=CC=CC=C1 bis-triphenyl-sulfonium citraconate